C(C)(C)(C)[Si](C)(C)OC[C@@H]1CCC2=CC=3CCCC3C(=C12)N=C=O |r| racemic-tert-butyl-[(8-isocyanato-1,2,3,5,6,7-hexahydro-s-indacen-1-yl)methoxy]-dimethylsilane